1,3,3,5,7-pentamethyl-octahydrobenzo[c]isoxazole hydrochloride Cl.CN1OC(C2C1C(CC(C2)C)C)(C)C